C(C=C)OCCCCCCCCCC1=C(C=CC=C1)O allyloxyNonylphenol